4-amino-N-ethyl-7-fluoro-N-((5-(3-hydroxy-3-methylbut-1-yn-1-yl)pyridin-2-yl)methyl)-1-methyl-1H-pyrazolo[4,3-c]quinoline-8-carboxamide NC1=NC=2C=C(C(=CC2C2=C1C=NN2C)C(=O)N(CC2=NC=C(C=C2)C#CC(C)(C)O)CC)F